2-(6-methoxy-3,4-dihydroquinolin-1(2H)-yl)-N,N-dimethylethan-1-amine COC=1C=C2CCCN(C2=CC1)CCN(C)C